C[C@@H]1N(CC1)C1=NC(=CC(=N1)N1CC2(C1)CC(C2)CC(=O)O)C(F)(F)F (S)-2-(2-(2-(2-methylazetidin-1-yl)-6-(trifluoromethyl)pyrimidin-4-yl)-2-azaspiro[3.3]hept-6-yl)acetic acid